[3-(2-fluoro-4-trifluoromethyl-phenyl)-4-hydroxy-tetrahydro-furan-3-yl]-carbamic acid tert-butyl ester C(C)(C)(C)OC(NC1(COCC1O)C1=C(C=C(C=C1)C(F)(F)F)F)=O